C(C)(C)(C)OC(=O)N1CCCC=C1C=1C=C2C3(C(NC2=CC1)=O)CC3 6-(2'-Oxospiro[cyclopropane-1,3'-indoline]-5'-yl)-3,4-dihydropyridine-1(2H)-carboxylic acid tert-butyl ester